O1OCC=C1 1,2-dioxol